FC(C=1N=C(OC1C(=O)N1[C@@H](C2=C(CC1)NC=N2)C=2OC1=C(N2)C=CC=C1F)C1=NC=CC=N1)F (S)-(4-(difluoromethyl)-2-(pyrimidin-2-yl)oxazol-5-yl)(4-(7-fluorobenzo[d]oxazol-2-yl)-6,7-dihydro-1H-imidazo[4,5-c]pyridin-5(4H)-yl)methanone